C(C1=CC=CC=C1)OC1=C(C=CC(=C1)OCC1=CC=CC=C1)F 2,4-bis(benzyloxy)-1-fluorobenzene